[Br-].ClS(=O)(=O)C1=CC=C(C[P+](C)(C)C)C=C1 (4-(chlorosulfonyl)benzyl)trimethylphosphonium bromide